ClC1=CC(=C(OCC2=CC=CC(=N2)OC2CCN(CC2)CC2=NC3=C(N2C[C@H]2OCC2)C=C(C=C3)C(=O)O)C=C1)F (S)-2-((4-((6-((4-chloro-2-fluorophenoxy)methyl)pyridin-2-yl)oxy)piperidin-1-yl)methyl)-1-(oxetan-2-ylmethyl)-1H-benzo[d]imidazole-6-carboxylic acid